(methylthio)((((1s,4s)-4-((tert-butyldimethylsilyl)oxy)cyclohexyl)methoxy))methane CSCOCC1CCC(CC1)O[Si](C)(C)C(C)(C)C